(9aS)-7-(1,1-dioxo-1,4-thiazinan-4-yl)-2,3,4,6,7,8,9,9a-octahydropyrido[1,2-a]pyrazin-1-one O=S1(CCN(CC1)C1CC[C@@H]2N(CCNC2=O)C1)=O